5-amino-7-bromo-4-chloro-2H-benzotriazole NC1=C(C=2C(=NNN2)C(=C1)Br)Cl